CC(C(=O)N=C=O)(CCC(=O)N=C=O)C 2,2-dimethylpentanedioic acid diisocyanate